tert-Butyl 5-(8-methyl-7-quinolyl)spiro[3H-benzofuran-2,4'-piperidine]-1'-carboxylate CC=1C(=CC=C2C=CC=NC12)C=1C=CC2=C(CC3(CCN(CC3)C(=O)OC(C)(C)C)O2)C1